5-(difluoromethyl)octahydrocyclopenta[c]pyrrol-2-ium chloride [Cl-].FC(C1CC2C(C[NH2+]C2)C1)F